methyl-(2-(4,4,5,5-tetramethyl-1,3,2-dioxaborolan-2-yl)benzyl)carbamic acid tert-butyl ester C(C)(C)(C)OC(N(CC1=C(C=CC=C1)B1OC(C(O1)(C)C)(C)C)C)=O